2-(((1R)-1-(2-cyano-3-(3,3-difluoro-2-methylpyrrolidin-1-yl)-7-methyl-quinoxalin-5-yl)ethyl)amino)benzoic acid C(#N)C1=NC2=CC(=CC(=C2N=C1N1C(C(CC1)(F)F)C)[C@@H](C)NC1=C(C(=O)O)C=CC=C1)C